ClC1=NC(=NC=C1)C(=O)OC methyl 4-chloropyrimidine-2-carboxylate